(1R,2R)-N-(7-chloro-6-(1-((3R,4R)-4-fluoro-3-methyltetrahydrofuran-3-yl)piperidin-4-yl)isoquinolin-3-yl)-2-(1-methyl-1H-pyrazol-3-yl)cyclopropane-1-carboxamide ClC1=C(C=C2C=C(N=CC2=C1)NC(=O)[C@H]1[C@@H](C1)C1=NN(C=C1)C)C1CCN(CC1)[C@@]1(COC[C@@H]1F)C